methyl (E)-3-(2-chloro-4-((2-fluoro-4-(5-methyl-3-(trifluoromethyl)-1H-pyrazol-1-yl)benzyl)amino)pyrimidin-5-yl)acrylate ClC1=NC=C(C(=N1)NCC1=C(C=C(C=C1)N1N=C(C=C1C)C(F)(F)F)F)/C=C/C(=O)OC